[N].NC1=C(C=C(C=C1)C1=CC=C(C=C1)F)C(=O)OC methyl 4-amino-4'-fluoro-[1,1'-biphenyl]-3-carboxylate Nitrogen